(3R)-2-[(5-Chloropyridin-2-yl)methyl]-3-(4-ethylphenyl)-3-{[1-(hydroxymethyl)cyclopropyl]methoxy}-6-(2-hydroxypropan-2-yl)-2,3-dihydro-1H-isoindol-1-one ClC=1C=CC(=NC1)CN1C(C2=CC(=CC=C2[C@]1(OCC1(CC1)CO)C1=CC=C(C=C1)CC)C(C)(C)O)=O